[Ru+2].CC1=C(C(=CC(=C1)C)C)N1C(N(CC1)C1=C(C=C(C=C1C)C)C)=C(C(P(CCCC)CCCC)Cl)CC(=CC1=CC=CC=C1)Cl [1,3-bis-(2,4,6-trimethylphenyl)-2-imidazolidinylidene]dichloro(benzylidene)(tri-n-butylphosphine) ruthenium (II)